C1(=CC=CC=C1)NC(=N)NC N-phenyl-N'-methyl-guanidine